6-chloro-N-phenyl-2-(trifluoromethyl)-1H-benzo[d]imidazole-4-carboxamide ClC=1C=C(C2=C(NC(=N2)C(F)(F)F)C1)C(=O)NC1=CC=CC=C1